4-((3,8-dimethyl-2,3-dihydro-1H-pyrido[2,3-b][1,4]oxazin-7-yl)amino)-N-(4-(2-(methoxymethyl)-4-methylpiperazin-1-yl)phenyl)-2-oxo-1,2-dihydropyridine-3-carboxamide CC1CNC2=C(O1)N=CC(=C2C)NC2=C(C(NC=C2)=O)C(=O)NC2=CC=C(C=C2)N2C(CN(CC2)C)COC